rel-methyl 6-((1S,2R)-2-((tert-butyldiphenylsilyl) oxy) cyclobutoxy)-4-chloro-5-fluoronicotinate [Si](C1=CC=CC=C1)(C1=CC=CC=C1)(C(C)(C)C)O[C@H]1[C@H](CC1)OC1=NC=C(C(=O)OC)C(=C1F)Cl |o1:18,19|